CNC(CC(=O)C)=O N-methylacetoacetamide